[Na+].OCCS(=O)(=O)[O-] 2-Hydroxyethanesulfonic acid sodium salt